ClC=1C(=C(C=CC1Cl)\N=C\1/N=CN(C2=CC3=C(C=C12)C(CO3)CNC(OC(C)(C)C)=O)C([2H])([2H])[2H])F (Z)-tert-butyl ((4-((3,4-dichloro-2-fluorophenyl)imino)-1-trideuteriomethyl-1,4,6,7-tetrahydrofuro[3,2-g]quinazolin-6-yl)methyl)carbamate